(S)-3-(2-(4-((7-(2-ethyl-3-methylbutyl)-7H-pyrrolo[2,3-d]pyrimidin-2-yl)amino)-1H-pyrazol-1-yl)acetyl)oxazolidin-2-one C(C)[C@H](CN1C=CC2=C1N=C(N=C2)NC=2C=NN(C2)CC(=O)N2C(OCC2)=O)C(C)C